ClC1=NC=CC(=C1)OC=1C=NC=C(C1)C1(CC1)F 2-chloro-4-((5-(1-fluorocyclopropyl)pyridin-3-yl)oxy)pyridine